5-fluoro-2-nitro-4-(trifluoromethyl)aniline FC=1C(=CC(=C(N)C1)[N+](=O)[O-])C(F)(F)F